OCCC1(O)CC(O)(CC=C1)CCO 1,3-di(β-hydroxyethyl)resorcinol